(3S,4S)-3-fluoro-1-(4-((5-isopropyl-8-((2R,3S)-2-methyl-3-((methylsulfonyl)Methyl)azetidin-1-yl)-2,7-naphthyridin-3-yl)amino)-1,3,5-triazin-2-yl)-3-methylpiperidine F[C@@]1(CN(CCC1)C1=NC=NC(=N1)NC=1N=CC2=C(N=CC(=C2C1)C(C)C)N1[C@@H]([C@H](C1)CS(=O)(=O)C)C)C